(propane-1,3-diyl)bis(propane-1,3-diamine) C(CCC(CCN)N)C(CCN)N